1-benzyloxycarbonylazetidine-3-one C(C1=CC=CC=C1)OC(=O)N1CC(C1)=O